N[C@H](C)C=1C(=C(C=CC1)C(CO)(F)F)C |r| (R/S)-2-(3-(1-aminoethyl)-2-methylphenyl)-2,2-difluoroethanol